tert-butyl 4-(3-{4-[1-(2,6-dioxopiperidin-3-yl)-3-methyl-2-oxo-1,3-benzodiazol-4-yl]piperazin-1-yl}azetidin-1-yl)-3,3-difluoropiperidine-1-carboxylate O=C1NC(CCC1N1C(N(C2=C1C=CC=C2N2CCN(CC2)C2CN(C2)C2C(CN(CC2)C(=O)OC(C)(C)C)(F)F)C)=O)=O